dioctyltin bis(isooctylthio glycolate) C(CCCCC(C)C)C(C(=O)[O-])S.C(CCCCC(C)C)C(C(=O)[O-])S.C(CCCCCCC)[Sn+2]CCCCCCCC